1-methylsilacyclohexane C[SiH]1CCCCC1